Nickel manganese lithium cobalt oxide [Co]=O.[Li].[Mn].[Ni]